N-[3-({[2-{[4-(1,2-dihydroxyethyl)phenyl]amino}-5-(trifluoromethyl)pyrimidin-4-yl]amino}methyl)pyridin-2-yl]-N-methylmethane-sulfonamide OC(CO)C1=CC=C(C=C1)NC1=NC=C(C(=N1)NCC=1C(=NC=CC1)N(S(=O)(=O)C)C)C(F)(F)F